C(CC\C=C/C)C1(C(CCC1)=O)C(=O)OCC ethyl (Z)-1-(hex-4-en-1-yl)-2-oxocyclopentane-1-carboxylate